C(C)(C)(C)OC(=O)N[C@@H](/C=C/C1=C(SC2=C1C=1N=CC(=NC1C=C2)OC)C(=O)OC)C methyl 9-[(1E,3R)-3-{[(tert-butoxy)carbonyl]amino}but-1-en-1-yl]-3-methoxythieno[3,2-f]quinoxaline-8-carboxylate